C(C)OC(=O)C1OC2=C(NC1)C=C(C=C2)C(NC(C)(C)C)=O 6-(tert-butylcarbamoyl)-3,4-dihydro-2H-1,4-benzoxazine-2-carboxylic acid ethyl ester